ethyl-3-methylimidazole bistrifluoromethanesulfonimide salt [N-](S(=O)(=O)C(F)(F)F)S(=O)(=O)C(F)(F)F.C(C)C1=NC=CN1C